4-(6-chloro-3-(methoxycarbonyl)pyridin-2-yl)-3-(2-methoxy-2-oxoethyl)piperazine-1-carboxylic acid tert-butyl ester C(C)(C)(C)OC(=O)N1CC(N(CC1)C1=NC(=CC=C1C(=O)OC)Cl)CC(=O)OC